1-((tert-Butoxycarbonyl)amino)-6-aminohexane C(C)(C)(C)OC(=O)NCCCCCCN